OC(C[N+](CCCCCCCCCCCC)(C)C)CO N-(2,3-dihydroxypropyl)-N,N-dimethyl-1-dodecanaminium